(3S)-3-(2',6'-dimethyl-[1,1'-biphenyl]-3-yl)-3-(2-(5-(2-(dimethylamino)ethyl)-2-oxopyridin-1(2H)-yl)-4-methylpentanamido)propanoic acid CC1=C(C(=CC=C1)C)C1=CC(=CC=C1)[C@H](CC(=O)O)NC(C(CC(C)C)N1C(C=CC(=C1)CCN(C)C)=O)=O